(4-acetylphenyl)boric acid C(C)(=O)C1=CC=C(C=C1)OB(O)O